CC1=CNC2=NC=C(C=C21)C=2C=C1CCN(CC1=C(C2)[C@H]2NCCOC2)C(=O)N2CCN(CC2)C2COC2 (R)-(6-(3-methyl-1H-pyrrolo[2,3-b]pyridin-5-yl)-8-(morpholin-3-yl)-3,4-dihydroisoquinolin-2(1H)-yl)(4-(oxetan-3-yl)piperazin-1-yl)methanone